C(N)(=O)C=1C=C(CNCCCCOCCOC2=NC3=C(C4=CN=CC=C24)C=CC(=C3)C(=O)N)C=C(C1)OC(F)(F)F 5-(2-(4-((3-carbamoyl-5-(trifluoromethoxy)benzyl)amino)butoxy)ethoxy)benzo[c][2,6]naphthyridine-8-carboxamide